potassium 3-(tert-butyl)-1,2,4-oxadiazole-5-carboxylate C(C)(C)(C)C1=NOC(=N1)C(=O)[O-].[K+]